N-(3-FORMYLQUINOLIN-7-YL)ACETAMIDE C(=O)C=1C=NC2=CC(=CC=C2C1)NC(C)=O